5-amino-2-chloro-6-(5-(methoxymethoxy)-2-methylphenyl)pyrimidine-4-carboxylic acid ethyl ester C(C)OC(=O)C1=NC(=NC(=C1N)C1=C(C=CC(=C1)OCOC)C)Cl